3-[[1-[(3R,4R)-1-(3-fluorophenyl)sulfonyl-3-phenyl-piperidine-4-carbonyl]-4-hydroxy-4-piperidinyl]methyl]-7-(4-methoxyphenyl)pyrrolo[2,3-d]pyrimidin-4-one FC=1C=C(C=CC1)S(=O)(=O)N1C[C@H]([C@@H](CC1)C(=O)N1CCC(CC1)(O)CN1C=NC2=C(C1=O)C=CN2C2=CC=C(C=C2)OC)C2=CC=CC=C2